N[S@](=NC(CC1=C(C=C(C=C1C(C)C)C#CC1CCOCC1)C(C)C)=O)(=O)C1=NN(C(=C1)C(C)(C)O)C1=CC=CC=C1 (R)-N-(amino(5-(2-hydroxypropan-2-yl)-1-phenyl-1H-pyrazol-3-yl)(oxo)-λ6-sulfaneylidene)-2-(2,6-diisopropyl-4-((tetrahydro-2H-pyran-4-yl)ethynyl)phenyl)acetamide